C1=CN=CC=2C=CC3=C(C12)C=CC=C3 benzo[f]Isoquinoline